N1C=2N(CC1)C=CN2 2,3-DIHYDRO-1H-IMIDAZO[1,2-A]IMIDAZOLE